FC=1C=C2CCN(CC2=CC1)C1=CC(=C(S1)N)C 5-(6-fluoro-3,4-Dihydroisoquinolin-2(1H)-yl)-3-methylthiophen-2-amine